6-[5-(6-methyl-2-pyridyl)-1H-imidazol-4-yl]-N-pyrrolidin-3-yl-quinolin-3-amine CC1=CC=CC(=N1)C1=C(N=CN1)C=1C=C2C=C(C=NC2=CC1)NC1CNCC1